ClC1=C(C=CC=C1)N1C(N=C(C2=C1N=C(C=C2)C(F)(F)F)NC2=CC(=NC=C2)OC)=O 1-(2-Chlorophenyl)-4-((2-methoxypyridin-4-yl)amino)-7-(trifluoromethyl)pyrido[2,3-d]pyrimidin-2(1H)-one